N-(1-cyclopropyl-2,2,2-trifluoroethyl)-7-methylpyrazolo[1,5-a]pyrimidine-3-carboxamide C1(CC1)C(C(F)(F)F)NC(=O)C=1C=NN2C1N=CC=C2C